(4-(bicyclo[2.2.1]heptane-2-yl)phenyl)boronic acid C12C(CC(CC1)C2)C2=CC=C(C=C2)B(O)O